1-Boc-3-Aminomethylazetidine C(=O)(OC(C)(C)C)N1CC(C1)CN